ethyl (R)-4-(5-amino-3-oxo-4-((((phenyl-d5)methyl-d2)sulfonyl)oxy)-2,3-dihydrofuran-2-yl-2-d)benzoate NC1=C(C([C@@](O1)([2H])C1=CC=C(C(=O)OCC)C=C1)=O)OS(=O)(=O)C([2H])([2H])C1=C(C(=C(C(=C1[2H])[2H])[2H])[2H])[2H]